2,3,4,4a,5,9b-hexahydro-1H-indeno[1,2-b]pyridine N1C2C(CCC1)CC1=CC=CC=C12